N=1N(N=NC1)C(C)C=1C(=C(C(=C2C=NNC12)C=1C=CC=2N(C1)C=C(N2)NC(=O)C2C(C2)F)Cl)F N-(6-(7-(1-(2H-tetrazol-2-yl)ethyl)-5-chloro-6-fluoro-1H-indazol-4-yl)imidazo[1,2-a]pyridin-2-yl)-2-fluorocyclopropane-1-carboxamide